C(=O)(O)[SiH2]C(=O)O dicarboxyl-silane